C(C\C=C\CCCCC)=O (E)-3-nonenal